(2-(2-methylpyrrolidin-3-yl)thieno[2,3-b]pyridin-4-yl)benzo[d]thiazol-5-amine CC1NCCC1C1=CC=2C(=NC=CC2C=2SC3=C(N2)C=C(C=C3)N)S1